diphenyl-(2,4,6-trimethyl-benzoyl)-phosphine oxide C1(=CC=CC=C1)P(C(C1=C(C=C(C=C1C)C)C)=O)(C1=CC=CC=C1)=O